FC1CN(C1)C(/C=C/CN1C[C@H](CC1)C(=O)N([C@@H](C(C)C)C(=O)OC(C)(C)C)C)=O tert-butyl N-((S)-1-((E)-4-(3-fluoroazetidin-1-yl)-4-oxobut-2-en-1-yl)pyrrolidine-3-carbonyl)-N-methyl-L-valinate